CC1=CC=CC(=N1)C1=NN(C=C1C1=CC=NC2=CC=CC=C12)C(NC1=CC=CC=C1)=S 3-(6-methyl-2-pyridinyl)-N-phenyl-4-(4-quinolinyl)-1H-pyrazole-1-thioamide